[Zn].C1(=CC=CC=C1)C=1C2=CC=C(N2)C(=C2C=CC(C(=C3C=CC(=C(C=4C=CC1N4)C4=CC=CC=C4)N3)C3=CC=CC=C3)=N2)C2=CC=CC=C2 5,10,15,20-tetraphenylporphyrin zinc